CN1N=NC2=C1C=CC(=C2C)[C@@H](C(C(=O)OCC[Si](C)(C)C)(C)C)C=2C=C1CCCC1=C(C2)CO 2-(trimethylsilyl)ethyl (3S)-3-(1,4-dimethyl-1H-benzotriazol-5-yl)-3-[7-(hydroxymethyl)-2,3-dihydro-1H-inden-5-yl]-2,2-dimethylpropanoate